NC1=C(SC2=NC(=CN=C21)OC)C(=O)OCC Ethyl 7-amino-3-methoxythieno[2,3-b]pyrazine-6-carboxylate